(1s,4s)-N-(1H-indol-2-yl)-4-(5-methyl-2-oxo-1,2-dihydroquinazolin-3(4H)-yl)cyclohexanecarboxamide N1C(=CC2=CC=CC=C12)NC(=O)C1CCC(CC1)N1C(NC2=CC=CC(=C2C1)C)=O